C(CCCCCCCCCCCCC)(=O)OC(CO)COC(CCCCCCCCCCCCC)=O 2,3-dimyristoyl-glycerol